N1=CN=CC(=C1)C1=CN=C2C(=N1)N(C=N2)C(C)C=2C=C1C=CC=NC1=CC2 6-(1-(6-(pyrimidin-5-yl)-1H-imidazo[4,5-b]pyrazin-1-yl)ethyl)quinoline